[C-]#N.C1C=CC2=CC=CC=C12 indene cyanide